O=C[C@H](O)[C@@H](O)[C@@H](O)[C@H](O)C(=O)O D-galacturonic acid